C1(CC1)C=1N=CC2=CC3=C(C(=C2C1)S(NCC(C)C)(=O)=O)CC(C3)NC(=S)NC=3C=NC=CC3 1-[3-cyclopropyl-5-(isobutylsulfamoyl)-7,8-dihydro-6H-cyclopenta[g]Isoquinolin-7-yl]-3-(3-pyridyl)thiourea